S1(NC(=CC2=C1C=CC=C2)C(=O)N)(=O)=O 2H-benzo[e][1,2]thiazine-3-carboxamide 1,1-dioxide